4-amino-N-((1aR,6S,6aS)-3-bromo-1,1a,6,6a-tetrahydrocyclopropa[a]inden-6-yl)-7-fluoro-N-methylimidazo[1,5-a]quinoxaline-8-carboxamide NC=1C=2N(C3=CC(=C(C=C3N1)F)C(=O)N(C)[C@H]1[C@@H]3[C@H](C=4C=C(C=CC14)Br)C3)C=NC2